O=C1N(CCN1)CCN(CCNCC#N)CCNCC#N 2,2'-((((2-(2-oxoimidazolidin-1-yl)ethyl)azanediyl)bis(ethane-2,1-diyl))bis(azanediyl))diacetonitrile